COC(=O)C1=CC2=C(C3=C(N=C(N=C3Cl)CC3=CSC=C3)N2)N=C1 4-chloro-2-(thien-3-ylmethyl)-9H-pyrido[2',3':4,5]pyrrolo[2,3-d]pyrimidine-7-carboxylic acid methyl ester